C(C)C=1N=C(C2=C(N1)SC(=C2)C(C)(C)C)OC2=C(C=CC=C2OC(F)(F)F)F Ethyl-6-(tert-butyl)-4-(2-fluoro-6-(trifluoromethoxy)phenoxy)thieno[2,3-d]pyrimidine